C(C)(=O)O[C@H]1O[C@]([C@H]([C@H]1OC(C)=O)OCC1=CC=CC=C1)(CCl)COCC1=CC=CC=C1 (2R,3R,4S,5R)-4-(benzyloxy)-5-((benzyloxy)methyl)-5-(chloromethyl)tetrahydrofuran-2,3-diyl diacetate